[Si](C)(C)(C(C)(C)C)OCC(OC=1C=2N(C=C(C1)C=1C=NN(C1C)C1CC3(C1)CCN(CC3)C(=O)OC(C)(C)C)N=CC2C#N)C2=NC=CC=C2 tert-butyl 2-[4-[4-[2-[tert-butyl(dimethyl)silyl]oxy-1-(2-pyridyl)-ethoxy]-3-cyano-pyrazolo[1,5-a]pyridin-6-yl]-5-methyl-pyrazol-1-yl]-7-azaspiro[3.5]nonane-7-carboxylate